CC1CC(=O)OCC1 β-METHYL-δ-VALEROLACTONE